3-Bromo-1-(2,2,2-trifluoroethyl)pyrazole-4-carboxylic acid BrC1=NN(C=C1C(=O)O)CC(F)(F)F